1-Methyl-2-(6-trifluoromethoxy-benzothiazol-2-ylamino)-1H-benzoimidazole-5-carboxylic acid [2-(4-methyl-piperazin-1-yl)-2-oxo-ethyl]-amide CN1CCN(CC1)C(CNC(=O)C1=CC2=C(N(C(=N2)NC=2SC3=C(N2)C=CC(=C3)OC(F)(F)F)C)C=C1)=O